2-(Hydroxycarbamoyl)-N-[4-[[4-[[(4-methoxyphenyl)sulfonylamino]methyl]triazol-1-yl]methyl]phenyl]-4-methyl-pentanamide ONC(=O)C(C(=O)NC1=CC=C(C=C1)CN1N=NC(=C1)CNS(=O)(=O)C1=CC=C(C=C1)OC)CC(C)C